5-Chloro-N-(2-chloro-4-((3-hydroxypropyl)amino)phenyl)-2-hydroxybenzamide ClC=1C=CC(=C(C(=O)NC2=C(C=C(C=C2)NCCCO)Cl)C1)O